1-((3-(8-cyanoindolizin-5-yl)pyridin-4-yl)thio)-3-hydroxycyclobutane-1-carboxylic acid C(#N)C1=CC=C(N2C=CC=C12)C=1C=NC=CC1SC1(CC(C1)O)C(=O)O